2-Fluoro-5-(5-fluoro-6-(4-(methylsulfonyl)piperazin-1-yl)-1H-indazol-3-yl)-3-(trifluoromethyl)phenol FC1=C(C=C(C=C1C(F)(F)F)C1=NNC2=CC(=C(C=C12)F)N1CCN(CC1)S(=O)(=O)C)O